N=1C=NN2C1C=CC(=C2)C2=CC(=NN2C2=NC(=CC=C2)C)CC(=O)NC2=CC=C(C=C2)S(N)(=O)=O 5-([1,2,4]triazolo[1,5-a]pyridin-6-yl)-N-(4-sulfamoylphenyl)-1-(6-methylpyridin-2-yl)-1H-pyrazole-3-carboxyamide